FC(C1=NN=C(S1)NC(=O)C1=NN2C(C(N(CC2)CC2=C(C=CC=C2)Cl)=O)=C1CCO)F 5-(2-Chlorobenzyl)-3-(2-hydroxyethyl)-4-oxo-4,5,6,7-tetrahydropyrazolo[1,5-a]pyrazine-2-carboxylic acid (5-difluoromethyl-[1,3,4]thiadiazol-2-yl) amide